2-[1-[2-(5-chloro-2-pyridyl)-5-methylsulfanyl-1,2,4-triazol-3-yl]ethyl]isoindoline-1,3-dione ClC=1C=CC(=NC1)N1N=C(N=C1C(C)N1C(C2=CC=CC=C2C1=O)=O)SC